ClC=1C=CC(=NC1)[C@@]1(OC2=C(O1)C=CC=C2C21CCN(CC1C2)CC2=NC1=C(N2C[C@H]2OCC2)C=C(C=C1)C(=O)O)C 2-((6-((S)-2-(5-chloropyridin-2-yl)-2-methylbenzo[d][1,3]dioxol-4-yl)-3-azabicyclo[4.1.0]heptan-3-yl)methyl)-1-(((S)-oxetan-2-yl)methyl)-1H-benzo[d]imidazole-6-carboxylic acid